C(#N)C1=NC=C(C=C1NC1=NN2C(CN(CC2)C(=O)OC(C)(C)C)=C1)N1C[C@@H](CCC1)N1C(N(CC1)C)=O tert-butyl 2-({2-cyano-5-[(3R)-3-(3-methyl-2-oxoimidazolidin-1-yl)piperidin-1-yl]pyridin-3-yl}amino)-4H,6H,7H-pyrazolo[1,5-a]pyrazine-5-carboxylate